(R or S)-2-(3-(2-(5-fluorothiophen-2-yl)ethyl)-1-(2-(6-methylpyridin-3-yl)propan-2-yl)pyrrolidin-3-yl)propan-2-yl carbamate C(N)(OC(C)(C)[C@]1(CN(CC1)C(C)(C)C=1C=NC(=CC1)C)CCC=1SC(=CC1)F)=O |o1:6|